C(C)(C)(C)OC(=O)N1CC(=CC1)C1=CC(=C2C=NN(C2=C1)C)C1=C(C=C(C=C1)F)C(=O)OCC 3-{4-[2-(Ethoxycarbonyl)-4-fluorophenyl]-1-methyl-1H-indazol-6-yl}-2,5-dihydro-1H-pyrrole-1-carboxylic acid tert-butyl ester